(2S)-1-(2-(3,8-diazabicyclo[3.2.1]octan-8-yl)-6,7-dihydrothiazolo[5,4-c]pyridin-5(4H)-yl)-2,3-dimethylbutan-1-one C12CNCC(CC1)N2C=2SC=1CN(CCC1N2)C([C@H](C(C)C)C)=O